ClC1=NC2=CC=CC=C2C(=N1)N(C1=CC(=CC=C1)[N+](=O)[O-])C chloro-N-methyl-N-(3-nitrophenyl)quinazolin-4-amine